C(C)(C)(C)C=1C=C(CCC(=O)[O-])C=C(C1O)C(C)(C)C 3,5-ditertiary butyl-4-hydroxyhydrocinnamate